C(C=C)(=O)N1CC(CC1)C=1C=C(N2C=NC=CC21)C2=CC=C(C(=O)NC1=CC(=CC=C1)C(F)(F)F)C=C2 4-(5-(1-propenoylpyrrolidin-3-yl)pyrrolo[1,2-c]pyrimidin-7-yl)-N-(3-(trifluoromethyl)phenyl)benzamide